C(CC)(=O)OCC1=C(C(=CC=C1)C=1C=NC(=CC1)C(F)(F)F)O (2R)-2-hydroxy-3-[6-(trifluoromethyl)-3-pyridinyl]Benzyl propionate